C(C)(=O)OC(C\C=C/CC)CCCCCCCCC (Z)-pentadec-3-en-6-yl acetate